CO[C@@H]1[C@@H](CNC1)NC(OC(C)(C)C)=O tert-butyl ((3R,4S)-4-methoxypyrrolidin-3-yl)carbamate